Methyl 3-(3-fluorophenyl)cyclobutane-1-carboxylate FC=1C=C(C=CC1)C1CC(C1)C(=O)OC